C(#N)C1=CN=C2C=C(C(=NC2=C1O)N1[C@@H]2CN([C@H](C1)C2)C(=O)OC(C)(C)C)F tert-Butyl (1S,4S)-5-(7-cyano-3-fluoro-8-hydroxy-1,5-naphthyridin-2-yl)-2,5-diazabicyclo[2.2.1]heptane-2-carboxylate